(rac-(2r,3s,4s)-4-(2,2-difluoroethyl)-1-(1-(4-fluorophenyl)-1H-indazol-5-yl)-4-methyl-5-oxo-2-phenylpyrrolidin-3-yl)cyclopropanecarboxamide FC(C[C@]1([C@H]([C@@H](N(C1=O)C=1C=C2C=NN(C2=CC1)C1=CC=C(C=C1)F)C1=CC=CC=C1)C1(CC1)C(=O)N)C)F |r|